(5S,6R)-5-hydroxy-6-((S)-5H-imidazo[5,1-a]isoindol-5-yl)-5,6,7,8-tetrahydronaphthalene-2-carbonitrile O[C@@H]1C=2C=CC(=CC2CC[C@@H]1[C@@H]1N2C(C3=CC=CC=C13)=CN=C2)C#N